methyl 5-((4-(sec-butylamino)-5-fluoropyrimidin-2-yl) amino)-2-(4,4,5,5-tetramethyl-1,3,2-dioxaborolan-2-yl)-benzoate C(C)(CC)NC1=NC(=NC=C1F)NC=1C=CC(=C(C(=O)OC)C1)B1OC(C(O1)(C)C)(C)C